C1(CC2C(CC1)O2)C(=O)OCCCCCC2CCC(CC2)CCCCCOC(=O)C2CC1C(CC2)O1 1,4-cyclohexanedipentanol bis(3,4-epoxycyclohexanecarboxylate)